diphenyl mono(tridecyl) phosphite P(OC1=CC=CC=C1)(OC1=CC=CC=C1)OCCCCCCCCCCCCC